C(C)(C)(C)N(CC(=O)O)C1(CCCCC1)C[N+](=O)[O-] tert-butyl-(1-(nitromethyl)cyclohexyl)glycine